ClC=1C=CC(=C(C1)C1=CC(N(C=C1OC)C(C(=O)O)C[C@H]1OCCCC1)=O)C1=NOC=C1 2-{4-[5-chloro-2-(1,2-oxazol-3-yl)phenyl]-5-methoxy-2-oxopyridin-1(2H)-yl}-3-[(2S)-tetrahydro-2H-pyran-2-yl]propionic acid